3-(tetrahydro-2H-pyran-4-yl)quinoxaline-5-carbonitrile O1CCC(CC1)C=1C=NC=2C=CC=C(C2N1)C#N